FC1=C(C=CC(=C1C)NC1=NC(=CC=C1[N+](=O)[O-])C1=CC=CC=C1)NC(=O)C1CC2(CC(C2)C(=O)OC)C1 methyl 6-((2-fluoro-3-methyl-4-((3-nitro-6-phenylpyridin-2-yl)amino)phenyl)carbamoyl)spiro[3.3]heptane-2-carboxylate